6-bromo-1-(2-morpholinylethyl)-2-oxo-1,2-dihydro-1,8-naphthyridine-3-carboxylic acid BrC=1C=C2C=C(C(N(C2=NC1)CCN1CCOCC1)=O)C(=O)O